N[C@H]1C2(CN3N=CC=C31)CCN(CC2)C=2N(C(C3=C(N2)N(N=C3I)C3OCCCC3)=O)C 6-((S)-4'-amino-4'H,6'H-spiro[piperidine-4,5'-pyrrolo[1,2-b]pyrazol]-1-yl)-3-iodo-5-methyl-1-(tetrahydro-2H-pyran-2-yl)-1,5-dihydro-4H-pyrazolo[3,4-d]pyrimidin-4-one